C(C)(C)(C)N(C(=O)OCC1=C(N=NN1C[Si](C)(C)C)C1=NC(=C(C=C1)Br)CC)CCC=1C=C(C=C2C=CC(=NC12)OC)F (4-(5-bromo-6-ethylpyridin-2-yl)-1-((trimethylsilyl)methyl)-1H-1,2,3-triazol-5-yl)methanol tert-butyl-(2-(6-fluoro-2-methoxyquinolin-8-yl)ethyl)carbamate